CN1[C@H]2CN([C@H]2CC1)C1=C2C=NC=NC2=CC=C1 5-((1S,5S)-2-methyl-2,6-diazabicyclo[3.2.0]heptan-6-yl)quinazolin